C(CCCCCCCCCCCCC)OC(CCN(C(CCCCCCCCC)=O)O)O N-(tetradecyloxyhydroxypropyl)-N-hydroxydecanamide